CN1CC(=CCC1)C=1C=NSN1 4-(1-methyl-1,2,5,6-tetrahydropyridin-3-yl)-1,2,5-thiadiazole